[K+].P([O-])(=O)(OP(=O)(O)O)OC[C@@H]1[C@H]([C@H]([C@@H](O1)N1C=NC=2C(N)=NC=NC12)O)O adenosine diphosphate monopotassium salt